C[C@@H]1CN(C[C@H](N1)C)C1=NC=C(C=N1)S(=O)(=O)C 2-[(3R,5R)-3,5-dimethylpiperazin-1-yl]-5-methanesulfonyl-pyrimidine